2,4,6-tribromopyridine nitrogen [N].BrC1=NC(=CC(=C1)Br)Br